4-(bromo-methyl)-2-methoxy-1-(tri-fluoro-methyl)benzene BrCC1=CC(=C(C=C1)C(F)(F)F)OC